(R)-2-(bis(4-methoxybenzyl)amino)-4-(hexan-3-ylamino)pyrido[4,3-d]pyrimidin COC1=CC=C(CN(C=2N=C(C3=C(N2)C=CN=C3)N[C@H](CC)CCC)CC3=CC=C(C=C3)OC)C=C1